C1CNC[C@H](C2=CC(=C(C=C21)O)O)C3=CC=CC=C3 The molecule is a 1-phenyl-2,3,4,5-tetrahydro-1H-3-benzazepine-7,8-diol that is the S-enantiomer of SKF 38393. It is a conjugate base of a (S)-SKF 38393(1+). It is an enantiomer of a (R)-SKF 38393.